4-[2-isopropyl-5-[6-(trifluoromethyl)-2-pyridinyl]-1,2,4-triazol-3-yl]cyclohexanone C(C)(C)N1N=C(N=C1C1CCC(CC1)=O)C1=NC(=CC=C1)C(F)(F)F